C(C1=CC=CC=C1)(=O)C1=CC=C(C(=O)NCC(=O)N2[C@@H](C[C@H](C2)OC(F)F)C(=O)O)C=C1 (2S,4R)-1-((4-benzoylbenzoyl)glycyl)-4-(difluoromethoxy)pyrrolidine-2-carboxylic acid